N6-(3-iodobenzyl)-9-methyladenine IC=1C=C(CNC2=C3N=CN(C3=NC=N2)C)C=CC1